N1=C(C=CC=C1)C=1OC=C(N1)C(=O)N 2-(pyridin-2-yl)-1,3-oxazole-4-carboxamide